BrC=1C=CC(=CC1)I 3-bromo-6-iodobenzene